BrC1=CC=C2[C@@H](COCC2=C1)NC (S)-7-bromo-N-methylisochroman-4-amine